C(C)OC=1C(=CN(C(C1)=O)C)C=1C=NN(C1)C1=C(C#N)C(=CC=C1)C(C)C 2-[4-(4-Ethoxy-1-methyl-6-oxo-1,6-dihydro-pyridin-3-yl)-pyrazol-1-yl]-6-isopropyl-benzonitrile